C1=CC=C(C(=C1)C(=O)Cl)F o-fluorobenzoyl chloride